NC=1N=C(C2=C(N1)C(=NN2CC2=NC=C(C=C2OC)C2CCNCC2)C)N[C@H](CCO)CCC (s)-3-((5-amino-1-((3-methoxy-5-(piperidin-4-yl)pyridin-2-yl)methyl)-3-methyl-1H-pyrazolo[4,3-d]pyrimidin-7-yl)amino)hexan-1-ol